tetracyano-4-amino-2,2-bipyridyl cobalt sulfate S(=O)(=O)([O-])[O-].[Co+2].C(#N)C=1C(=NC=CC1)C1=NC(=C(C(=C1C#N)N)C#N)C#N